(S)-2-(2-cyclopropylphenyl)-1-(7-(4,4,5,5-tetramethyl-1,3,2-dioxaborolan-2-yl)spiro[3.5]non-6-en-2-yl)pyrrolidine C1(CC1)C1=C(C=CC=C1)[C@H]1N(CCC1)C1CC2(C1)CC=C(CC2)B2OC(C(O2)(C)C)(C)C